5-(4-chlorophenyl)-3-(2-oxo-2-(2-(trifluoromethyl)pyrrolidin-1-yl)ethyl)thieno[3,4-d]pyrimidin-4(3H)-one ClC1=CC=C(C=C1)C=1SC=C2N=CN(C(C21)=O)CC(N2C(CCC2)C(F)(F)F)=O